(3S)-1-[(2R)-2-[4-(2-Ethylphenyl)-2-oxo-chromen-7-yl]oxypropanoyl]piperidin C(C)C1=C(C=CC=C1)C1=CC(OC2=CC(=CC=C12)O[C@@H](C(=O)N1CCCCC1)C)=O